ClC=1C(=C2C(=NC1C)ON=C2NC(=O)NC2=CC=C(C=C2)C#N)C 1-(5-Chloro-4,6-dimethylisoxazolo[5,4-b]pyridin-3-yl)-3-(4-cyanophenyl)urea